methyl 3-[2-fluoro-4-[[(1R,4R)-2-oxa-5-azabicyclo[2.2.1]heptan-5-yl]methyl]anilino]-5-(methylamino)-6-(3-methylimidazo[4,5-c]pyridin-7-yl)pyrazine-2-carboxylate FC1=C(NC=2C(=NC(=C(N2)NC)C=2C3=C(C=NC2)N(C=N3)C)C(=O)OC)C=CC(=C1)CN1[C@H]3CO[C@@H](C1)C3